ClC1=C(/C=C/C(=O)O)C=CC(=C1)Cl trans-2,4-dichloro-cinnamic acid